FC(C=1C=NC=CC1OCC1CC2(C1)CCN(CC2)C(=O)OC(C)(C)C)(F)F tert-butyl 2-(((3-(trifluoromethyl)pyridin-4-yl)oxy)methyl)-7-azaspiro[3.5]nonane-7-carboxylate